(R)-N4,5-dimethyl-N2-(pyrrolidin-3-yl)-7,8-dihydro-6H-cyclopenta[5,6]pyrido[2,3-d]pyrimidine-2,4-diamine CNC=1C2=C(N=C(N1)N[C@H]1CNCC1)N=C1C(=C2C)CCC1